1-(1,3-dicarbonylisoindolin-2-yl) 4-methyl (1R,4R)-cyclohexane-1,4-dicarboxylate C1(CCC(CC1)C(=O)OC)C(=O)ON1C(C2=CC=CC=C2C1=C=O)=C=O